8-(4-(Bis(4-fluorophenyl)methyl)piperazin-1-yl)-7-cyano-5-methyl-6-oxo-5,6-dihydro-1,5-naphthyridin FC1=CC=C(C=C1)C(N1CCN(CC1)C1=C(C(N(C=2C=CC=NC12)C)=O)C#N)C1=CC=C(C=C1)F